(4-((5-amino-7-fluoroimidazo[1,2-c]quinazolin-2-yl)-methyl)piperidin-1-yl)(4-methoxypyridin-2-yl)methanone NC1=NC=2C(=CC=CC2C=2N1C=C(N2)CC2CCN(CC2)C(=O)C2=NC=CC(=C2)OC)F